OCC(CCC(=O)C=1NN=C2C1CN(CC2)C(=O)OCCCC)=C Butyl 3-(4-(hydroxymethyl)pent-4-enoyl)-6,7-dihydro-2H-pyrazolo[4,3-c]pyridine-5(4H)-carboxylate